[3-(1-fluorocyclopropyl)-1-methyl-pyrazol-4-yl]methanone FC1(CC1)C1=NN(C=C1C=O)C